5-(((1S,2S)-2-(difluoromethyl)cyclopropyl)imidazo[1,2-a]pyrimidin-7-yl)pyrimidine-2,4(1H,3H)-dione FC([C@@H]1[C@H](C1)C=1N=C2N(C=CC(=N2)C=2C(NC(NC2)=O)=O)C1)F